(4-(4-acetylphenoxy)butanoic acid) hydrazone C(C)(=O)C1=CC=C(OCCCC(O)=NN)C=C1